(1RS,6RS,11RS)-2,2,9,11-tetramethylspiro[5.5]undec-8-en-1-yl acetate C(C)(=O)O[C@@H]1C(CCC[C@]12CC=C(C[C@H]2C)C)(C)C |r|